(4-((4-fluorobenzyl)carbamoyl)phenyl)carbamic acid tert-butyl ester C(C)(C)(C)OC(NC1=CC=C(C=C1)C(NCC1=CC=C(C=C1)F)=O)=O